8-chloro-7-fluoro-6-[4-methyl-6-(1,3-oxazol-2-yl)pyridin-3-yl]isoquinolin-3-amine ClC=1C(=C(C=C2C=C(N=CC12)N)C=1C=NC(=CC1C)C=1OC=CN1)F